(5-(piperazin-1-ylmethyl)isoindolin-2-yl)methanone hydrochloride Cl.N1(CCNCC1)CC=1C=C2CN(CC2=CC1)C=O